F[C@H]1C[C@H](N2N=C(N=C21)SC)C2=CC=CC=C2 (5S,7S)-7-fluoro-2-methylsulfanyl-5-phenyl-6,7-dihydro-5H-pyrrolo[1,2-b][1,2,4]triazole